O1C(=CC=C1)[C@@H]([C@@H](C=C)CSC1=CC=CC=C1)O (1R,2R)-1-(furan-2-yl)-2-((phenylthio)methyl)but-3-en-1-ol